(2S)-2-(3-bicyclo[3.1.0]hexanyl)-2-(tert-butoxycarbonyl-amino)acetic acid C12CC(CC2C1)[C@@H](C(=O)O)NC(=O)OC(C)(C)C